4,5a,6,9,9a,9b-hexahydro-1H-dibenzofuran-4a-carbaldehyde C1C=CCC2(OC3C(C21)CC=CC3)C=O